FC(C(=O)O)(F)F.NC1CC(C1)(C(=O)OC)C methyl cis-3-amino-1-methylcyclobutane-1-carboxylate trifluoroacetate